C1(=CC=CC=C1)N1CC2(CCC3(OCCO3)CC2)CC1 10-phenyl-1,4-dioxa-10-azadispiro[4.2.48.25]tetradecane